(heptafluoroisopropoxy)propylmethyl-dichlorosilane FC(C(C(F)(F)F)(OCCC[Si](Cl)(Cl)C)F)(F)F